N1N=NC=C1C(=O)N1CC2CCC(C1)N2S(=O)(=O)C2=C(C=CC=C2)OC(F)(F)F 1,2,3-triazol-5-yl-[8-{[2-(trifluoromethoxy)phenyl]sulfonyl}-3,8-diazabicyclo[3.2.1]oct-3-yl]methanone